(2',6'-dimethoxy-[1,1'-biphenyl]-4-yl)(3-methoxy-4-(4-methyl-1H-imidazol-1-yl)phenyl)methanone COC1=C(C(=CC=C1)OC)C1=CC=C(C=C1)C(=O)C1=CC(=C(C=C1)N1C=NC(=C1)C)OC